amino-2-acetamido-ethanethiol NC(CNC(C)=O)S